C(C)(C)(C)OC1=CC=C(C=C1)CCC(=O)NCCOCCOCCC(=O)OC(C)(C)C tert-butyl 3-(2-(2-(3-(4-(tert-butoxy)phenyl)propanamido)ethoxy)ethoxy)propanoate